1-(4-amino-6-chloro-3-pyridyl)ethanone NC1=C(C=NC(=C1)Cl)C(C)=O